FC(CCN1CC(CC1)=CC1=CC=C(C=C1)/C/1=C(\CCCC2=C1C=CC(=C2)C(=O)O)/C2=C(C(=CC=C2)C)C(F)(F)F)F (Z)-9-(4-((1-(3,3-difluoropropyl)pyrrolidin-3-ylidene)methyl)phenyl)-8-(3-methyl-2-(trifluoromethyl)phenyl)-6,7-dihydro-5H-benzo[7]annulene-3-carboxylic acid